C(C)(C)(C)OC(=O)N1C(CNCC1)C=1C=NC(=CC1OC)N (6-amino-4-methoxy-pyridin-3-yl)-piperazine-1-carboxylic acid tert-butyl ester